9,9',9''-(6-(4-(9H-carbazol-9-yl)phenyl)-4-(9-phenyl-9H-carbazol-1-yl)pyridine-2,3,5-triyl)tris(9H-carbazole-3,6-dicarbonitrile) C1=CC=CC=2C3=CC=CC=C3N(C12)C1=CC=C(C=C1)C1=C(C(=C(C(=N1)N1C2=CC=C(C=C2C=2C=C(C=CC12)C#N)C#N)N1C2=CC=C(C=C2C=2C=C(C=CC12)C#N)C#N)C1=CC=CC=2C3=CC=CC=C3N(C12)C1=CC=CC=C1)N1C2=CC=C(C=C2C=2C=C(C=CC12)C#N)C#N